(R)-1,2-bis(3-bromophenoxy)propane BrC=1C=C(OC[C@@H](C)OC2=CC(=CC=C2)Br)C=CC1